(R)-1-((S)-2-((2,5-bis(trifluoromethyl)pyrazolo[1,5-a]pyrimidin-7-yl)amino)-1-(4-fluorophenyl)ethyl)-3-methylpyrrolidin-3-ol FC(C1=NN2C(N=C(C=C2NC[C@H](C2=CC=C(C=C2)F)N2C[C@@](CC2)(O)C)C(F)(F)F)=C1)(F)F